C(C)OC(C1=C(C=CC=C1OC)CBr)=O (bromomethyl)-6-methoxybenzoic acid ethyl ester